C(C)SC=1OC(=CC(C1)=O)C 2-(ethylsulfanyl)-6-methyl-4-oxo-4H-pyran